N[C@H](CN(C(N[C@@H](C)C1=CC=CC=C1)=O)C1=CC=C(C=C1)C1=CC=C(C=C1)CCC)CC(C)C 3-[(2S)-2-Amino-4-methylpentyl]-1-[(1S)-1-phenylethyl]-3-{4'-propyl-[1,1'-biphenyl]-4-yl}urea